CN1CC=2C=C(C=NC2CC1)[N+](=O)[O-] 6-methyl-3-nitro-5,6,7,8-tetrahydro-1,6-naphthyridine